NC[C@H](CC1=CC(=C(C=C1)C(NC)=O)F)NC(OC(C)(C)C)=O tert-butyl (S)-(1-amino-3-(3-fluoro-4-(methylcarbamoyl)phenyl)propan-2-yl)carbamate